nickel-iron fluorine [F].[Fe].[Ni]